FC1=C(C=CC=C1B1OC(C(O1)(C)C)(C)C)CNC([O-])=O N-[[2-fluoro-3-(4,4,5,5-Tetramethyl-1,3,2-dioxaborolan-2-yl)phenyl]methyl]carbamate